β-D-glucopyranose O[C@H]1[C@H](O)[C@@H](O)[C@H](O)[C@H](O1)CO